C(C1=CC=CC=C1)N1C(C(C(=C1C1=CC=C(C=C1)F)C)(C)C[Se]CC1=CC=CC=C1)=O 1-Benzyl-3-((benzylseleno)methyl)-5-(4-fluorophenyl)-3,4-dimethyl-1H-pyrrol-2(3H)-one